methyl-4-((1-phenylbut-3-yn-2-yl)oxy)benzene CC1=CC=C(C=C1)OC(CC1=CC=CC=C1)C#C